tertbutyl ((7-morpholino-2-(pyridin-4-yl)pyrazolo[1,5-a]pyrimidin-5-yl)methyl)carbamate O1CCN(CC1)C1=CC(=NC=2N1N=C(C2)C2=CC=NC=C2)CNC(OC(C)(C)C)=O